C(C)(=O)[O-].C(CCCCCCCCCCC)[NH+]1C(=CC=C1)C 1-dodecyl-2-methylpyrrolium acetate